CC1C(CC2NC(C=3N=CC4=C(C[C@]5(C(NC=6N=CC(/C=C/COCCCCCN1C2=O)=CC56)=O)C4)C3)=O)C3=CC=CC=C3 (1S,22E)-13-methyl-12-phenyl-20-oxa-6,9,14,26,28-pentazahexacyclo[22.5.2.11,4.13,7.110,14.027,30]tetratriaconta-3,5,7(33),22,24(31),25,27(30)-heptaene-8,29,32-trione